1,1,2,3,3,3-Hexafluoropropyl difluoromethyl ether FC(F)OC(C(C(F)(F)F)F)(F)F